N1C(=CC2=CC=CC=C12)C(=O)O.BrC1=CC=C(C=C1)S(=O)(=O)C(F)(F)F 1-bromo-4-((trifluoromethyl)sulfonyl)benzene indole-2-carboxylate